BrC=1COC2=CC(=CC=C2C1C1=CC=C(C=C1)N1CCC(CC1)C(OC)OC)OC1OCCCC1 1-(4-(3-bromo-7-((tetrahydro-2H-pyran-2-yl)oxy)-2H-chromene-4-yl)phenyl)-4-(dimethoxymethyl)piperidine